CN(S(=O)(=O)C)C1=NC=CC=C1CNC1=NC(=NC=C1C(F)(F)F)NC=1C=C2CC(NC2=CC1)=O N-methyl-N-[3-[[[2-[(2-oxo-1,3-dihydroindol-5-yl)amino]-5-(trifluoromethyl)-4-pyrimidinyl]amino]methyl]-2-pyridinyl]methanesulfonamide